5-ethyl-5-phenyl-1,3-diazacyclohexane C(C)C1(CNCNC1)C1=CC=CC=C1